[Cl-].FC=1C=CC(=C2C=NNC12)C1=C(C(NC2=C(N=CC(=C12)OC(C)C)C)=O)[N+]1=CC=CC=C1 1-(4-(7-Fluoro-1H-indazol-4-yl)-5-isopropoxy-8-methyl-2-oxo-1,2-dihydro-1,7-naphthyridin-3-yl)pyridin-1-ium chloride